N-(4-cyanobenzyl)-6-((1-(N-(3-(dimethylamino)-3-oxopropyl)sulfamoyl)cyclopropyl)methyl)-1-methyl-7-oxo-4,5,6,7-tetrahydro-1H-pyrazolo[3,4-c]pyridine-3-carboxamide C(#N)C1=CC=C(CNC(=O)C2=NN(C=3C(N(CCC32)CC3(CC3)S(NCCC(=O)N(C)C)(=O)=O)=O)C)C=C1